4'-(2-methyloctane-2-yl)-2-(prop-1-en-2-yl)-1,2,3,4-tetrahydro-1,1'-biphenyl CC(C)(CCCCCC)C1=CC=C(C=C1)C1C(CCC=C1)C(=C)C